OC1=C(C(=CC(=C1)C(F)(F)F)C)C1=CC(=C2C(=N1)N=CO2)C#N 5-[2-hydroxy-6-methyl-4-(trifluoromethyl)phenyl]-oxazolo[4,5-b]pyridine-7-carbonitrile